FC(C=1N(C(=NN1)C=1C(=NC=CC1)C=O)COCC[Si](C)(C)C)(F)F 5-(trifluoromethyl)-4-((2-(trimethylsilyl)ethoxy)Methyl)-4H-1,2,4-triazol-3-yl-pyridinecarboxaldehyde